6-{1-[(tert-Butyloxy)carbonyl]-1,2,3,6-tetrahydropyridin-4-yl}-4-{2-[ethyl(isopropyl)carbamoyl]-4-fluorophenyl}pyridazine-3-carboxylic acid methyl ester COC(=O)C=1N=NC(=CC1C1=C(C=C(C=C1)F)C(N(C(C)C)CC)=O)C=1CCN(CC1)C(=O)OC(C)(C)C